methyl-6-(3-bromo-7,8-dihydro-5H-1,6-naphthyridin-6-yl)-5-methyl-pyridine CC1=NC(=C(C=C1)C)N1CC=2C=C(C=NC2CC1)Br